3-(6-chloro-2-methylpyrimidin-4-yl)oxy-4-fluorobenzonitrile ClC1=CC(=NC(=N1)C)OC=1C=C(C#N)C=CC1F